CC1=CC(=C(C=C1)O)CC2=C(C(=CC(=C2)C)CC3=CC(=CC(=C3O)CC4=C(C=CC(=C4)C)O)C)O 2,2'-methylenebis[6-(2-hydroxy-5-methylbenzyl)-p-cresol]